ClC1=C(C=CC(=C1)C1CCN(CC1)C)O 2-chloro-4-(1-methyl-4-piperidyl)phenol